C(C)N(C(=O)N)CCCCCCCCCCC N-ethyl-N-undecylurea